P(=O)(OCCCCN(CCCCCCCCCC)CCCCCCCCCC)(OCCCCCCCCC)[O-] 4-(didecyl amino)butyl nonyl phosphate